CC=1C(NC=NC1C)=O 5,6-dimethylpyrimidin-4(3H)-one